3-glycidyloxypropyl-methyl-dimethoxysilane C(C1CO1)OCCC[Si](OC)(OC)C